4-[[4-(4-iodopyrazol-1-yl)-5-(trifluoromethyl)pyrimidin-2-yl]amino]-N-methyl-benzenesulfonamide IC=1C=NN(C1)C1=NC(=NC=C1C(F)(F)F)NC1=CC=C(C=C1)S(=O)(=O)NC